4-((2S,4S)-1-((5-methoxy-7-methyl-1H-indol-4-yl)methyl)-4-(pyrazin-2-yl)piperidin-2-yl)benzoic acid COC=1C(=C2C=CNC2=C(C1)C)CN1[C@@H](C[C@H](CC1)C1=NC=CN=C1)C1=CC=C(C(=O)O)C=C1